FC1(CCN(CC1)C1=C2C=C(N(C2=NC=N1)COCC[Si](C)(C)C)C1=CC=C(N)C=C1)F p-[4-(4,4-difluoro-1-piperidyl)-1-{[2-(trimethylsilyl)ethoxy]methyl}-1H-1,5,7-triazainden-2-yl]aniline